FC(C1=NN=C(S1)NC(=O)C1=NN2C(C(N(CC2)CC=2C(=NC(=CC2)F)C)=O)=C1CC)F 3-Ethyl-5-(6-fluoro-2-methylpyridin-3-ylmethyl)-4-oxo-4,5,6,7-tetrahydropyrazolo[1,5-a]pyrazine-2-carboxylic acid (5-difluoromethyl-[1,3,4]thiadiazol-2-yl) amide